tert-butyl 2-{4-[2-(2,6-dioxopiperidin-3-yl)-1,3-dioxo-2,3-dihydro-1H-isoindol-5-yl]piperazin-1-yl}acetate O=C1NC(CCC1N1C(C2=CC=C(C=C2C1=O)N1CCN(CC1)CC(=O)OC(C)(C)C)=O)=O